N-{[(2S)-oxacyclopent-2-yl]methyl}-4,5-dihydro-2H-furo[2,3-g]indazole-7-carboxamide O1[C@@H](CCC1)CNC(=O)C1=CC2=C(CCC3=CNN=C23)O1